Benzyl-(R)-4-oxo-2-(4-(trifluoromethoxy)phenyl)piperidine-1-carboxylate C(C1=CC=CC=C1)OC(=O)N1[C@H](CC(CC1)=O)C1=CC=C(C=C1)OC(F)(F)F